1H-triazole-3,5-diamine N1NN(C=C1N)N